C(C)(C)C1=NN=C(N1C1=CC=CC2=NON=C21)C=2C=NC(=CC2)C2=CC=CC=C2 4-[3-isopropyl-5-(6-phenyl-3-pyridyl)-4H-1,2,4-triazol-4-yl]-2,1,3-benzoxadiazole